1-(5-(6-ethoxy-1H-pyrazolo[3',4':3,4]pyrazolo[1,5-a]pyridin-4-yl)pyrazin-2-yl)-4-methylpiperidin C(C)OC=1C=C(C=2N(C1)N=C1C2C=NN1)C=1N=CC(=NC1)N1CCC(CC1)C